The molecule is a C-nucleoside phosphate consisting of N(1)-methylpseudouridine substituted at position 5' by a monophosphate group. It derives from a pseudouridine. CN1C=C(C(=O)NC1=O)[C@H]2[C@@H]([C@@H]([C@H](O2)COP(=O)(O)O)O)O